N-(4-(6-((4-(trifluoromethyl)phenyl)amino)-1,2,3,4-tetrahydroisoquinoline-2-carbonyl)phenyl)acetamide FC(C1=CC=C(C=C1)NC=1C=C2CCN(CC2=CC1)C(=O)C1=CC=C(C=C1)NC(C)=O)(F)F